2-[1-[3-(3-Fluorophenyl)prop-2-ynyl]pyrazol-4-yl]-5-propyl-3H-imidazo[2,1-b]purin-4-on FC=1C=C(C=CC1)C#CCN1N=CC(=C1)C1=NC=2N3C(N(C(C2N1)=O)CCC)=NC=C3